6-(2-amino-6-chloro-5-(4-(1-methylpiperidin-4-yl)phenyl)pyridin-3-yl)-7-fluoro-3,4-dihydroisoquinolin-1(2H)-one NC1=NC(=C(C=C1C=1C=C2CCNC(C2=CC1F)=O)C1=CC=C(C=C1)C1CCN(CC1)C)Cl